(2S)-isopropyl 2-(((((4R,5R,7S,8R)-5-(2,4-dioxo-3,4-dihydropyrimidin-1(2H)-yl)-7-fluoro-8-hydroxy-6-oxa-1-thiaspiro[3.4]octan-7-yl)methoxy)(phenoxy)phosphoryl)-amino)propanoate O=C1N(C=CC(N1)=O)[C@H]1[C@@]2(CCS2)[C@@H]([C@@](O1)(F)COP(=O)(OC1=CC=CC=C1)N[C@H](C(=O)OC(C)C)C)O